tert-butyl 2-[4-[4-(2,6-dioxo-3-piperidyl)-2-fluoro-phenyl]piperazin-1-yl]acetate O=C1NC(CCC1C1=CC(=C(C=C1)N1CCN(CC1)CC(=O)OC(C)(C)C)F)=O